C1(CC1)CN1C(=NC=C1C(=O)O)C=1C=NN(C1)C 1-(Cyclopropylmethyl)-2-(1-methyl-1H-pyrazol-4-yl)-1H-imidazole-5-carboxylic acid